ethyl 2-(N-(4-((7-(tert-butylsulfonyl)-6,7-dihydro-5H-pyrrolo[2,3-d]pyrimidin-2-yl)carbamoyl)-3-(6-azaspiro[2.5]octan-6-yl)phenyl)sulfamoyl)acetate C(C)(C)(C)S(=O)(=O)N1CCC2=C1N=C(N=C2)NC(=O)C2=C(C=C(C=C2)NS(=O)(=O)CC(=O)OCC)N2CCC1(CC1)CC2